5-(3-methyl-[1,2,4]triazolo[4,3-a]pyridin-6-yl)-N-((4r,7r)-1-oxaspiro[3.5]nonan-7-yl)-7H-pyrrolo[2,3-d]pyrimidin-2-amine CC1=NN=C2N1C=C(C=C2)C2=CNC=1N=C(N=CC12)NC1CCC2(CCO2)CC1